COC1=C(C(=CC=C1)C(F)(F)F)B(O)O 2-METHOXY-6-(TRIFLUOROMETHYL)PHENYLBORONIC ACID